C(C)(C)OC(C1=C(N=C(C(=C1)F)N1N=C(N(C1=O)CC)COCC1=CC=CC=C1)C(C(C)C)O)=O (3-((benzyloxy)methyl)-4-ethyl-5-oxo-4,5-dihydro-1H-1,2,4-triazol-1-yl)-5-fluoro-2-(1-hydroxy-2-methylpropyl)nicotinic acid isopropyl ester